(E)-1-(4-methylphenyl)-3-(dimethylamino)-2-propen-1-one CC1=CC=C(C=C1)C(\C=C\N(C)C)=O